FC1=CC=C(CNCCC=2N=CN(C2)C)C=C1 (4-fluoro-benzyl)-[2-(1-methyl-1H-imidazol-4-yl)-ethyl]-amine